5-(1-phenylcyclopropyl)-1H-pyrazole-3-carboxylic acid ethyl ester C(C)OC(=O)C1=NNC(=C1)C1(CC1)C1=CC=CC=C1